Dimethyl (pyridin-3-ylsulfonyl)carbonimidodithioate N1=CC(=CC=C1)S(=O)(=O)N=C(SC)SC